CC1(CCOC=2C1=NC=C(C2)C(=O)O)C 4,4-dimethyl-3,4-dihydro-2H-pyrano[3,2-b]pyridine-7-carboxylic acid